FC(OC1=CC=CC=2C(N([C@H]3C4=NC=5C=CC(=CC5N4[C@@H](C12)C3)C=3C=C1C(=NC3)C(NC1)=O)C)=O)F (1R,11R)-18-(difluoromethoxy)-12-methyl-5-{7-oxo-5H,6H-pyrrolo[3,4-b]pyridin-3-yl}-2,9,12-triazapentacyclo[9.8.1.0^{2,10}.0^{3,8}.0^{14,19}]icosa-3(8),4,6,9,14(19),15,17-heptaen-13-one